(2S,5R)-2-(N-(acetylglycyl) carbamimidoyl)-7-oxo-1,6-diazabicyclo[3.2.1]octan-6-yl hydrogen sulfate S(=O)(=O)(ON1[C@@H]2CC[C@H](N(C1=O)C2)C(NC(CNC(C)=O)=O)=N)O